C1(CCCCC1)ON1CC(CC1)C (cyclohexyloxy)-3-methylpyrrolidine